CC(=O)NCCC1=CNC2=C1C=C(C=C2)NC(=O)OC 5-methoxycarbonylamino-N-acetyltryptamine